1,11-Bis(2-pyridyl)-6-oxa-3,9-dithiaundecan N1=C(C=CC=C1)CCSCCOCCSCCC1=NC=CC=C1